isopropyl 6-(((6-cyanopyridin-3-yl) methyl) carbamoyl)-5-hydroxy-1,7-naphthyridine-2-carboxylate C(#N)C1=CC=C(C=N1)CNC(=O)C=1C(=C2C=CC(=NC2=CN1)C(=O)OC(C)C)O